2-chloro-4-((cis-3-hydroxycyclobutyl)amino)pyrimidine-5-carboxylic acid ClC1=NC=C(C(=N1)N[C@@H]1C[C@@H](C1)O)C(=O)O